ClC=1C=C(C=NC1C1=NN(C=C1)C)N 5-chloro-6-(1-methyl-1H-pyrazol-3-yl)pyridin-3-amine